Cl.Cl.N1C(=NCC1)CN (4,5-dihydro-1H-imidazol-2-yl)methylamine dihydrochloride